S(=O)(=O)(C1=CC=C(C)C=C1)N1C(CC(C=C1)C1=CC=C(C=C1)C(F)(F)F)=O 1-tosyl-4-(4-(trifluoromethyl)phenyl)-3,4-dihydropyridin-2(1H)-one